(+)-N-(5-(1-amino-1-(4-carbamoylphenyl)-3-cyclopropyl-propyl)-2-fluorophenyl)-1-(3-(aminomethyl)phenyl)-3-cyano-1H-pyrazole-5-carboxamide NC(CCC1CC1)(C1=CC=C(C=C1)C(N)=O)C=1C=CC(=C(C1)NC(=O)C1=CC(=NN1C1=CC(=CC=C1)CN)C#N)F